O=C1OC(CN1)CNC(OC(C)(C)C)=O tert-Butyl N-[(2-oxo-1,3-oxazolidin-5-yl)methyl]carbamate